pentaoxa-17-azahenicosan-21-oate OOOOOCCCCCCCCCCCNCCCC(=O)[O-]